C1(CC1)N[C@H]1CN(CC1)C=1N=CC(=NC1)C(=O)NC1=CC2=CN(N=C2C=C1OC1CCOCC1)C (R)-5-(3-(cyclopropylamino)pyrrolidin-1-yl)-N-(2-methyl-6-((tetrahydro-2H-pyran-4-yl)oxy)-2H-indazol-5-yl)pyrazine-2-carboxamide